FC(COC1=C(C=CC(=C1)S(=O)(=O)C)NCC#CC1=C(C2=C(S1)C(=CC=C2)NC2CCN(CC2)C)CC(F)(F)F)F N-(2-(3-((2-(2,2-difluoroethoxy)-4-(methylsulfonyl)phenyl)amino)prop-1-yn-1-yl)-3-(2,2,2-trifluoroethyl)benzo[b]thiophen-7-yl)-1-methylpiperidin-4-amine